C1=CC(=C(C=C1Cl)O)Cl The molecule is a dichlorophenol with the chloro substituents at positions 2 and 5. It has a role as a human xenobiotic metabolite.